C(C)(=O)OC1=CC=C(C=C1)C=CC1=CC(=C(C(=C1)O)O)O 4-(3,4,5-trihydroxystyryl)phenyl acetate